CC([C@@H](C1=CC=C(C=C1)C=1OC(=NN1)C1=CC=CC=C1)NC1=CC=C(C(=O)NCCC(=O)OCC)C=C1)C Ethyl (S)-3-(4-((2-methyl-1-(4-(5-phenyl-1,3,4-oxadiazol-2-yl)phenyl)propyl)amino) benzamido)propanoate